C(#N)C1=CC(=C(COC2=CC=CC(=N2)C2=CC(=C(CC=3N(C4=C(N3)SC(=C4)C(=O)OC)C[C@H]4OCC4)C=C2F)F)C=C1)F (S)-methyl 2-(4-(6-((4-cyano-2-fluorobenzyl) oxy) pyridin-2-yl)-2,5-difluorobenzyl)-1-(oxetan-2-ylmethyl)-1H-thieno[2,3-d]imidazole-5-carboxylate